FC1=CC=C(C(=C1[C@H]([C@@H](C=1OC(NN1)=O)NS(=O)(=O)C1=CC=C(C=C1)C)C)C)C N-((1S,2R)-2-(6-fluoro-2,3-dimethylphenyl)-1-(5-oxo-4,5-dihydro-1,3,4-oxadiazol-2-yl)propyl)-4-methylbenzenesulfonamide